C12(CC3CC(CC(C1)C3)C2)NCC2=CC=C(C=C2)CCCSC2=C3C(N(C(C3=CC=C2)=O)C2C(NC(CC2)=O)=O)=O 4-((3-(4-(((adamantan-1-yl)amino)methyl)phenyl)propyl)thio)-2-(2,6-dioxopiperidin-3-yl)isoindoline-1,3-dione